O=C1NC(CCC1NC1=CC(=C(C=C1)N1CCN(CC1)C1CC2(CN(C2)C(=O)OC(C)(C)C)C1)F)=O tert-butyl 6-(4-(4-((2,6-dioxopiperidin-3-yl)amino)-2-fluorophenyl)piperazin-1-yl)-2-azaspiro[3.3]heptane-2-carboxylate